C(CCCCCCCCCCCCCCCCC)(=O)C(O)(C(O)CO)C(C=CC=CC=CC=CC=CC=CCCCCCCCCC)=O stearoyl-docosahexaenoyl-glycerol